(4-ethoxy-2-hydroxy-4-oxo-but-2-enyl)trimethyl-ammonium chloride [Cl-].C(C)OC(C=C(C[N+](C)(C)C)O)=O